(4-methylphenyl)[4-(2-methylpropyl)-phenyl]iodonium hexafluorophosphate F[P-](F)(F)(F)(F)F.CC1=CC=C(C=C1)[I+]C1=CC=C(C=C1)CC(C)C